3-[4-[1-[4-(methylamino)butyl]-4-piperidyl]anilino]piperidine-2,6-dione CNCCCCN1CCC(CC1)C1=CC=C(NC2C(NC(CC2)=O)=O)C=C1